O1C=C(C2=C1C=CC=C2)C[C@H](NC(CC2=CC=C1CCC3(CCCCC3)OC1=C2)=O)B(O)O (R)-(2-(benzofuran-3-yl)-1-(2-(spiro[chroman-2,1'-cyclohexane]-7-yl)acetamido)ethyl)boronic acid